CNCC(=O)C1C(C2=CC=3C(C(C(C3C=C2C1=O)=O)C(CNC)=O)=O)=O 2,6-bis[2-(methylamino)acetyl]-1,2,3,5,6,7-hexahydro-s-indacene-1,3,5,7-tetrone